C(C)OC(=O)C=1CC(N(CC1)C(C1=CC(=C(C=C1)Br)C(F)(F)F)=O)C (4-bromo-3-(trifluoromethyl)benzoyl)-2-methyl-1,2,3,6-tetrahydropyridine-4-carboxylic acid ethyl ester